2-((2-fluorophenyl)amino)-2-oxoethyl 4-isocyano-2,6-dimethylbenzoate [N+](#[C-])C1=CC(=C(C(=O)OCC(=O)NC2=C(C=CC=C2)F)C(=C1)C)C